O=C1NC(CCC1N1C(C2=CC=C(C=C2C1)NC(=O)C1=NC=C2C(=N1)N(N=C2C)C(C)C)=O)=O N-[2-(2,6-dioxopiperidin-3-yl)-1-oxo-3H-isoindol-5-yl]-1-isopropyl-3-methylpyrazolo[3,4-d]pyrimidine-6-carboxamide